1-ethyl-3-(ethylaminoethyl)-indole C(C)N1C=C(C2=CC=CC=C12)CCNCC